1-(trifluoroacetyl)-4-(dimethylamino)pyridinium trifluoroacetate FC(C(=O)[O-])(F)F.FC(C(=O)[N+]1=CC=C(C=C1)N(C)C)(F)F